4-(((5-cyclopropyl-2-((4-((2S,6R)-2,6-dimethyl-morpholino)phenyl)amino)pyrimidin-4-yl)oxy)methyl)cyclohexan C1(CC1)C=1C(=NC(=NC1)NC1=CC=C(C=C1)N1C[C@@H](O[C@@H](C1)C)C)OCC1CCCCC1